ClC[C@@H]1CN(C(O1)=O)CCOC (5S)-5-(chloromethyl)-3-(2-methoxyethyl)oxazolidin-2-one